tert-butyl 4-(4-(6-amino-2-fluoro-5-(7-fluoro-1-oxo-1,2,3,4-tetrahydroisoquinolin-6-yl) pyridin-3-yl) phenyl)-3,6-dihydropyridine-1(2H)-carboxylate NC1=C(C=C(C(=N1)F)C1=CC=C(C=C1)C=1CCN(CC1)C(=O)OC(C)(C)C)C=1C=C2CCNC(C2=CC1F)=O